ClC1=C(C=NN1C(F)F)[C@@H]1CC=2C=C3C(=NC2CC1)NC(N3)=O (S)-7-(5-chloro-1-(difluoromethyl)-1H-pyrazol-4-yl)-1,3,5,6,7,8-hexahydro-2H-imidazo[4,5-b]quinolin-2-one